1-(imidazo[1,5-a]pyridin-7-yl)-1H-benzo[d]imidazol-2(3H)-one C=1N=CN2C1C=C(C=C2)N2C(NC1=C2C=CC=C1)=O